4-(4-(3-(4-chlorophenyl)propionyl)-3,4-dihydro-2H-pyrido[4,3-b][1,4]oxazin-8-yl)benzeneNitrile ClC1=CC=C(C=C1)CCC(=O)N1C2=C(OCC1)C(=CN=C2)C2=CC=C(C=C2)C#N